1-(3-amino-trans-cyclobutyl)-3-(4-hexyloxy)benzyl-1-methylurea N[C@@H]1C[C@H](C1)C1(CN(C(=O)N)C)CC(=CC=C1)OC(CCC)CC